BrC1=CC=CC2=C1N=C(N2C/C(=C/CNC(=O)OC(C)(C)C)/F)C 7-Bromo-3-[(Z)-4-(tert-butoxycarbonylamino)-2-fluoro-but-2-enyl]-2-methyl-benzimidazole